C1(CC1)CN1C=C(C2=NN(C(C(=C21)C2=CC=C(C=C2)OC([2H])([2H])[2H])=O)C2=CC1=CN(N=C1C=C2)C)C#N 5-(cyclopropylmethyl)-4-(4-(methoxy-d3)phenyl)-2-(2-methyl-2H-indazol-5-yl)-3-oxo-3,5-dihydro-2H-pyrrolo[3,2-c]pyridazine-7-carbonitrile